C(C)(=O)OC(CC=CCC)CCCCCCCCC pentadec-3-en-6-yl acetate